(Z)-N-(4-fluorophenyl)-3-(4-(N'-hydroxycarbamimidoyl)phenyl)oxetane-3-carboxamide FC1=CC=C(C=C1)NC(=O)C1(COC1)C1=CC=C(C=C1)/C(/N)=N/O